(S)-4-((3-(5-cyano-1-(tetrahydrofuran-3-yl)-1H-pyrazol-4-yl)-2-methoxyphenyl)amino)-6-(cyclopropanecarboxamido)pyridazine-3-carboxamide C(#N)C1=C(C=NN1[C@@H]1COCC1)C=1C(=C(C=CC1)NC1=C(N=NC(=C1)NC(=O)C1CC1)C(=O)N)OC